C1(CC1)C(C)C1OC2=C(C1)C=CC=C2O (1-cyclopropylethyl)-2,3-dihydrobenzofuran-7-ol